C1(CC1)S(=O)(=O)C=1C(=CC=2N(C1)C=CN2)OC 6-(Cyclopropylsulfonyl)-7-methoxyimidazo[1,2-a]pyridine